C(CCCCCCCCCCCCCCCCC)N1C=2N=C3N(C(C2N=C1)=O)CCCCC3 3-octadecyl-3,5,6,7,8,9-hexahydro-11H-azepino[1,2-a]purin-11-one